FC(C1=NN(C=C1C(=O)NC1=C(C=CC=C1)C1=CC=C(C=C1)C#CC)C)F 3-(difluoromethyl)-1-methyl-N-[4'-(prop-1-ynyl)biphenyl-2-yl]-1H-pyrazole-4-carboxamide